L-Tryptophan Methyl ester hydrochloride Cl.COC([C@@H](N)CC1=CNC2=CC=CC=C12)=O